undecane-3-yl oct-7-enoate C(CCCCCC=C)(=O)OC(CC)CCCCCCCC